C(C)(C)(C)NC1CN(CC1)C=1N=NC(=CN1)C1=C(C=C2C=CC(=NC2=C1)C)O 7-{3-[3-(tert-butylamino)pyrrolidin-1-yl]-1,2,4-triazin-6-yl}-2-methylquinolin-6-ol